(2-(3-(2,6-di-chlorophenyl)-1-methyl-allylidene-aminooxy-methyl)-phenyl)-2-methoxyimino-N-methyl-acetamide ClC1=C(C(=CC=C1)Cl)C=CC(C)=C(C1=C(C=CC=C1)C(C(=O)NC)=NOC)ON